(S)-N-((R)-1-(3-bromo-5-fluorophenyl)ethyl)-2-methylpropane-2-sulfinamide BrC=1C=C(C=C(C1)F)[C@@H](C)N[S@@](=O)C(C)(C)C